(2R,3R,4S,5R)-2-[(6-amino-5-nitropyrimidin-4-yl)amino]-5-(hydroxymethyl)oxolane-3,4-diol NC1=C(C(=NC=N1)N[C@@H]1O[C@@H]([C@H]([C@H]1O)O)CO)[N+](=O)[O-]